C(C1=CC=CC=C1)N(C1CN(C(CC1)(C)C)C)CC1=CC=CC=C1 N,N-dibenzyl-1,6,6-trimethylpiperidin-3-amine